N-((2-(2,6-dioxopiperidin-3-yl)-1-oxoisoindolin-5-yl)methyl)-1-methyl-4-phenyl-1H-pyrrole-2-Carboxamide O=C1NC(CCC1N1C(C2=CC=C(C=C2C1)CNC(=O)C=1N(C=C(C1)C1=CC=CC=C1)C)=O)=O